FC=1C(=C(CN(C(C(C)(C)C)=O)CC(NC=2C=C3CC4(C(NC5=NC=CC=C54)=O)CC3=CC2)=O)C=CC1)C=O N-(3-Fluoro-2-formylbenzyl)-N-(2-oxo-2-((2'-oxo-1,1',2',3-tetrahydrospiro[indene-2,3'-pyrrolo[2,3-b]pyridin]-5-yl)amino)ethyl)pivalamide